CN1N=CC(=C1)NC1=NC=C(C(=N1)NCCC1=NC(=CC=C1)C)C(=O)N 2-((1-methyl-1H-pyrazol-4-yl)amino)-4-((2-(6-methylpyridin-2-yl)ethyl)amino)pyrimidin-5-carboxamide